BrC(C(=O)NCCCO)(C#N)Br 2,2-Dibromo-2-cyano-N-(3-hydroxypropyl)acetamide